FC=1C=C(C=NC1O[C@@H]1[C@H](C[C@H](CC1)C1=CC(=CC=C1)C(F)(F)F)N(C)C)S(=O)(=O)NC1=NC=NC=C1 |r| 5-fluoro-N-pyrimidin-4-yl-6-[rac-(1S,2S,4S)-2-(dimethyl-amino)-4-[3-(trifluoromethyl)-phenyl]cyclohexoxy]pyridine-3-sulfonamide